O[C@@H]1COCC[C@H]1NC=1N=CC2=C(N1)N(C(=C2)C(=O)N(C)C)C2=CC=C(C=C2)C (((3S,4R)-3-hydroxytetrahydro-2H-pyran-4-yl)amino)-N,N-dimethyl-7-(p-tolyl)-7H-pyrrolo[2,3-d]pyrimidine-6-carboxamide